FC1=C(C=CC(=C1)C1CNCC1)[S@@](=O)(N)=NC(NC1=C2CCCC2=CC=2CCCC12)=O (R)-2-fluoro-N'-((1,2,3,5,6,7-hexahydro-s-indacen-4-yl)carbamoyl)-4-(pyrrolidin-3-yl)benzenesulfonimidamide